NC1=NC=C(C2=C1C(=C(S2)C2=CC=C(C=C2)N)C2=CC=C(C=C2)OC2=NC=CC(=N2)C)P(C)(C)=O (4-amino-2-(4-aminophenyl)-3-(4-((4-methylpyrimidin-2-yl)oxy)phenyl)thieno[3,2-c]pyridin-7-yl)dimethylphosphine oxide